(2S,3R)-2,3-dimethylcyclopropane-1-carboxylic acid C[C@@H]1C([C@@H]1C)C(=O)O